[Na].[Na].C1(=CC=CC=C1)P(C=1C=C(C=CC1)S(=O)(=O)O)C=1C=C(C=CC1)S(=O)(=O)O 3,3'-(phenylphosphinediyl)di(benzene-1-sulfonic acid) disodium